2,6,10-trimethylundec-9-ene-aldehyde CC(C=O)CCCC(CCC=C(C)C)C